COC(=O)C1C(SC=C1)N 2-amino-2,3-dihydrothiophene-3-carboxylic acid methyl ester